(S)-(4-(4-(difluoromethyl)pyrazolo[1,5-a]pyridin-2-yl)-6,7-dihydro-1H-imidazo[4,5-c]pyridin-5(4H)-yl)(5-(pyrazin-2-yl)-1,3,4-oxadiazol-2-yl)methanone FC(C=1C=2N(C=CC1)N=C(C2)[C@H]2N(CCC1=C2N=CN1)C(=O)C=1OC(=NN1)C1=NC=CN=C1)F